1-cyclopropyl-3-(difluoromethyl)-1H-pyrazole-4-carboxylic acid ethyl ester C(C)OC(=O)C=1C(=NN(C1)C1CC1)C(F)F